N-Acetylaspartic acid C(C)(=O)N[C@@H](CC(=O)O)C(=O)O